CC=1C=C(C=C(C1)C)C=1C=C(C=CC(=O)C2=NC=CC=C2)C=CC1 3-(3',5'-dimethylphenyl)-cinnamoyl-pyridine